C(C)(C)(C)OC(NC1=C(C=C(C=C1C)N1CC2=CC=C(C=C2CC1)F)C)=O N-[4-(6-fluoro-3,4-dihydro-1H-isoquinolin-2-yl)-2,6-dimethyl-phenyl]carbamic acid tert-butyl ester